N1CC(C1)OC1=NC2=CC3=C(C=C2C(=C1C(C)C)C1=CC=C(C=C1)F)C(NN3S(=O)(=O)C3=CC=C(C)C=C3)=O 7-(azetidin-3-yloxy)-5-(4-fluorophenyl)-6-isopropyl-1-(p-toluenesulfonyl)pyrazolo[4,3-g]quinolone